N-(3-nitrobenzyl)pyrazolo[1,5-a][1,3,5]triazin-4-amine [N+](=O)([O-])C=1C=C(CNC2=NC=NC=3N2N=CC3)C=CC1